(E)-2-(2-chlorophenyl)-N-(5-(N-((dimethylamino)methylene)sulfamoyl)-1-hydroxyisoquinolin-7-yl)acetamide ClC1=C(C=CC=C1)CC(=O)NC1=CC(=C2C=CN=C(C2=C1)O)S(/N=C/N(C)C)(=O)=O